NC1=C(C=C(C=N1)NC(C(=O)N(C(C)C1=NC=CC=N1)CC1=NC=C(C=C1)Br)=O)C N1-(6-amino-5-methylpyridin-3-yl)-N2-((5-bromopyridin-2-yl)methyl)-N2-(1-(pyrimidin-2-yl)ethyl)oxalamide